C(\C=C\C1=CC(OC)=C(O)C=C1)(=O)NCCC1=CC(O)=C(O)C=C1 N-Feruloyl-dopamine